ClC1=NC=C(C(=N1)NCC=1C(=NC=CC1)F)C(=O)N 2-chloro-4-(((2-fluoropyridin-3-yl)methyl)amino)pyrimidin-5-carboxamide